COC(=O)C1(CCC1)C(=O)O methoxycarbonylcyclobutanecarboxylic acid